ClC=1C(=NC=CC1)O[C@@H]1CN(CC1)C1=C(C=C(C=C1)C(O)C1=C(C=CC=C1)C)COC1OCCCC1 (4-((S)-3-(3-chloropyridin-2-yloxy)pyrrolidin-1-yl)-3-((tetrahydro-2H-pyran-2-yloxy)methyl)phenyl)(o-tolyl)methanol